HEPTULOSE C(C(C(C(C(C(=O)CO)O)O)O)O)O